(3-(Imidazo[4,5-d]pyrrolo[2,3-b]pyridin-1(6H)-yl)bicyclo[1.1.1]pentan-1-yl)cyclopropanecarboxamide N1(C=NC=2C1=C1C(=NC2)NC=C1)C12CC(C1)(C2)C2(CC2)C(=O)N